benzyl (2S,4S)-(hydroxymethyl)-4-((4-(trifluoromethyl) cyclohexyl)oxy)pyrrolidine-1-carboxylate OC[C@H]1N(C[C@H](C1)OC1CCC(CC1)C(F)(F)F)C(=O)OCC1=CC=CC=C1